N-octylpyridinium bis(trifluoromethylsulfonyl)imide salt [N-](S(=O)(=O)C(F)(F)F)S(=O)(=O)C(F)(F)F.C(CCCCCCC)[N+]1=CC=CC=C1